OC1(CCN(CC1)C(=O)NC1=NC2=C(N1)C(=CC=C2C=2C=NN(C2)CCC(C)C)OC)C 4-hydroxy-N-{7-methoxy-4-[1-(3-methylbutyl)-1H-pyrazol-4-yl]-1H-1,3-benzodiazol-2-yl}-4-methylpiperidine-1-carboxamide